C(C)(C)(C)OC(NC1CCC(CC1)(O)CCN1CCN(CC1)C1=C(C(=CC=C1)Cl)Cl)=O (cis-4-(2-(4-(2,3-dichlorophenyl)piperazin-1-yl)ethyl)-4-hydroxycyclohexyl)carbamic acid tert-butyl ester